(2-isocyanatoethyl) disulfide N(=C=O)CCSSCCN=C=O